1-(3-cyano-5-(ethoxycarbonyl)-6-(trifluoromethyl)pyridin-2-yl)azetidine-3-carboxylic acid C(#N)C=1C(=NC(=C(C1)C(=O)OCC)C(F)(F)F)N1CC(C1)C(=O)O